C(CCCCCCCC)(=O)N[C@@H](CCCCN)C(=O)O N-pelargonoyl-lysine